N-cyclopropyl-2-(difluoromethoxy)-6-methoxy-4-[7-(1-morpholinoethyl)imidazo[1,2-a]pyridin-3-yl]benzamide C1(CC1)NC(C1=C(C=C(C=C1OC)C1=CN=C2N1C=CC(=C2)C(C)N2CCOCC2)OC(F)F)=O